BrC=1C=C(CN2C(C=C(C=C2)C=2C=C3C(=NNC3=CC2)C2=CC(=NC=C2)C)=O)C=C(C1)F 1-(3-bromo-5-fluorobenzyl)-4-(3-(2-methylpyridin-4-yl)-1H-indazol-5-yl)pyridin-2(1H)-one